BrC1=CC(=C(C=C1)C(C)N)Cl 1-(4-bromo-2-chlorophenyl)ethan-1-amine